6-[1-(2-Fluoro-6-methyl-phenyl)-piperidin-4-yl]-4-(2-trifluoromethyl-benzyl)-2,4,6,7-tetrahydro-[1,2,3]triazolo[4,5-d]pyrimidin-5-on FC1=C(C(=CC=C1)C)N1CCC(CC1)N1C(N(C=2C(C1)=NNN2)CC2=C(C=CC=C2)C(F)(F)F)=O